C(C1=CC=CC=C1)OC(N(C)CCN(C)C1=C(C=C(C(=C1)OC)N)NC(C=C)=O)=O.O1COC2=C1C=CC(=C2)NC(CSC=2NC1=C(C=NC=C1C)N2)=O N-(benzo[d][1,3]dioxol-5-yl)-2-((7-methyl-1H-imidazo[4,5-c]pyridin-2-yl)thio)acetamide benzyl-(2-((2-acrylamido-4-amino-5-methoxyphenyl)(methyl)amino)ethyl)(methyl)carbamate